5H-[1]benzopyrano[2,3-d]pyrimidine N1=CN=CC2=C1OC1=C(C2)C=CC=C1